4-(5,7-dichloro-2,3-dihydro-1H-inden-1-yl) 1-(2-oxo-2-(2,2,2-trichloroethoxy)ethyl) 2-methylenesuccinate C=C(C(=O)OCC(OCC(Cl)(Cl)Cl)=O)CC(=O)OC1CCC2=CC(=CC(=C12)Cl)Cl